ON=C1NON=C1 hydroxyiminofurazan